[Na+].P(=O)(OCCCCCCCCCCCCC)(OCCCCCCCCCCCCC)[O-] di(tridecyl) phosphate sodium salt